BrC1=CC=C2C3(CC=4C(=NOC4C2=C1)NS(=O)(=O)C1=C(C=C(C=C1)F)OC)CC3 N-(8'-bromo-4'H-spiro[cyclopropane-1,5'-naphtho[2,1-d]isoxazol]-3'-yl)-4-fluoro-2-methoxybenzenesulfonamide